2',4'-dimethyl-5,6-dihydro-[1,1'-biphenyl]-3(4H)-one CC1=C(C=CC(=C1)C)C1=CC(CCC1)=O